N-{1-[(1-fluorocyclopropyl)methyl]-1H-pyrazol-4-yl}-1-[4-fluoro-2-(2,2,2-trifluoroethoxy)phenyl]-2-oxo-1,2-dihydropyridine-3-carboxamide FC1(CC1)CN1N=CC(=C1)NC(=O)C=1C(N(C=CC1)C1=C(C=C(C=C1)F)OCC(F)(F)F)=O